(2,4,6-trifluoromethyl-benzyl)-6-methylpyrimidine FCC1=C(CC2=NC(=CC=N2)C)C(=CC(=C1)CF)CF